4-bromo-6-chloro-2,3-dimethylquinoline BrC1=C(C(=NC2=CC=C(C=C12)Cl)C)C